(3R,4S)-3-((R)-1-(4-bromophenyl)ethyl)-4-(hydroxymethyl)-3-methylpyrrolidine-2,5-dione BrC1=CC=C(C=C1)[C@@H](C)[C@]1(C(NC([C@@H]1CO)=O)=O)C